C([O-])([O-])=O.[K+].[Si](C1=CC=CC=C1)(C1=CC=CC=C1)(C(C)(C)C)O[C@H]1[C@](CC2(OCCO2)CC1)(C)CNC1=C(C#N)C=CC(=C1)[N+](=O)[O-].[K+] ((((7S,8R)-8-((tert-Butyldiphenylsilyl)oxy)-7-methyl-1,4-dioxaspiro[4.5]decan-7-yl)methyl)amino)-4-nitrobenzonitrile Potassium carbonate